O1CCN(CC1)C1=NC=CC(=C1N)N 2-morpholinopyridine-3,4-diamine